2-[methyl(methyl-sulfonyl)amino]benzoic acid CN(C1=C(C(=O)O)C=CC=C1)S(=O)(=O)C